1,1,1,2,2,3,3,7,7,8,8,9,9,9-tetradecafluorononane-4,6-dione FC(C(C(C(CC(C(C(C(F)(F)F)(F)F)(F)F)=O)=O)(F)F)(F)F)(F)F